C1(CC1)C=1C(=CC2=CN(N=C2C1)C1CCC(CC1)C=O)NC(=O)C1=NC(=CC=C1)C(F)(F)F N-[6-cyclopropyl-2-(4-formylcyclohexyl)indazol-5-yl]-6-(trifluoromethyl)pyridine-2-carboxamide